C(CCC)N1C([C@H](NC(C12CCN(CC2)CC2=CC=C(OC1=CC=C(C(=O)O)C=C1)C=C2)=O)[C@H](O)C2CCCCC2)=O 4-[4-[[(3R)-1-butyl-3-[(R)-cyclohexyl-hydroxymethyl]-2,5-dioxo-1,4,9-triazaspiro[5.5]undecan-9-yl]methyl]phenoxy]benzoic acid